C(=O)([O-])C(O)C(O)C(=O)[O-].C(=O)([O-])C(O)C(O)C(=O)[O-].[K+].[K+].[K+].[K+] potassium ditartrate